[Li].FS(=O)(=O)O.FS(=O)(=O)O bis(fluorosulfonic acid) Lithium